dibromoanthracenyl-anthrone BrC1(C=2C=CC=C(C2C(C2=CC=CC=C12)=O)C1=CC=CC2=CC3=CC=CC=C3C=C12)Br